3-((6-(2-chlorophenyl)-7,7-difluoro-3-azabicyclo[4.1.0]hept-3-yl)carbonyl)-1,5,7-trimethyl-1,5-dihydro-4H-pyrrolo[3,2-c]pyridin-4-one ClC1=C(C=CC=C1)C12CCN(CC2C1(F)F)C(=O)C1=CN(C2=C1C(N(C=C2C)C)=O)C